NC=1C=C(OC[C@]2([C@@H](C2)C(=O)OC)F)C=C(C1)OC cis-methyl 2-((3-amino-5-methoxyphenoxy)methyl)-2-fluorocyclopropanecarboxylate